(3S)-20-Hydroxymethyl-20-methylpregn-7-en-3-ol OCC(C)([C@H]1CC[C@H]2C3=CCC4C[C@H](CC[C@]4(C)[C@H]3CC[C@]12C)O)C